(2s,4r)-N-[7-fluoro-2-[[2-oxo-3-(3-oxo-4H-pyrazino[2,3-b][1,4]oxazin-6-yl)-1-oxa-3,8-diazaspiro[4.5]decan-8-yl]methyl]indan-5-yl]-4-hydroxy-pyrrolidine-2-carboxamide FC=1C=C(C=C2CC(CC12)CN1CCC2(CN(C(O2)=O)C2=NC3=C(OCC(N3)=O)N=C2)CC1)NC(=O)[C@H]1NC[C@@H](C1)O